2-(4-hydroxy-2-oxo-pyrrolidin-1-yl)acetic acid OC1CC(N(C1)CC(=O)O)=O